Cl.Cl.CC1=C(C=CC=C1)CCC=1C=C(C=CC1)NC1=C2C=CC(NC2=NC=C1)=O 5-((3-(2-methylphenylethyl)phenyl)amino)-1,8-naphthyridin-2(1H)-one dihydrochloride